3-((7-chloro-2,2,3,3-tetrafluoro-1,1-dioxido-2,3-dihydrobenzo[b]thiophen-6-yl)oxy)-5-fluorobenzonitrile ClC1=C(C=CC2=C1S(C(C2(F)F)(F)F)(=O)=O)OC=2C=C(C#N)C=C(C2)F